C(C)N1C[C@@H](CCC1)NC1=C2C(=C(N=N1)C1=CC=C3C=CNC3=C1)N(N=C2)C N-[(3R)-1-ethyl-3-piperidinyl]-7-(1H-indol-6-yl)-1-methyl-pyrazolo[3,4-d]pyridazin-4-amine